ClC=1C2=C(N=CN1)N(C=C2)[C@H]2[C@@H]([C@@]([C@H](O2)COC2=CC=C1C=CC(=NC1=C2)Cl)(O)C)O (2R,3S,4R,5R)-5-(4-chloro-7H-pyrrolo[2,3-d]pyrimidin-7-yl)-2-(((2-chloroquinolin-7-yl)oxy)methyl)-3-methyltetrahydrofuran-3,4-diol